OC1=C(C=C(C=C1C(NCC(C(C(C(CO)O)O)O)O)=O)C)CN1CCN(CCN(CC1)CC1=C(C(=CC(=C1)C)C(NCC(C(C(C(CO)O)O)O)O)=O)O)CC=1C(=C(C(=O)NCC(C(C(C(CO)O)O)O)O)C=C(C1)C)O 3-{[4,7-bis({2-hydroxy-5-methyl-3-[(2,3,4,5,6-pentahydroxyhexyl)carbamoyl]phenyl}methyl)-1,4,7-triazacyclononan-1-yl]methyl}-2-hydroxy-5-methyl-N-(2,3,4,5,6-pentahydroxyhexyl)benzamide